(E)-N-(2-((2-(2-aminobenzooxazol-6-yl)-4H-benzopyran-4-ylidene)amino)phenyl)-3-methylsulfonylaminopropionamide NC=1OC2=C(N1)C=CC(=C2)C=2OC1=C(\C(\C2)=N\C2=C(C=CC=C2)NC(CCNS(=O)(=O)C)=O)C=CC=C1